(tert-butyl 4-(6-chloro-5-(phenylsulfonylamino) pyridin-3-yl) phenyl) carbamate C(N)(OC1=C(C=C(C=C1)C=1C=NC(=C(C1)NS(=O)(=O)C1=CC=CC=C1)Cl)C(C)(C)C)=O